tert-butyl 4-((8-amino-1-bromo-3-isopropylimidazo[1,5-a]pyrazin-5-yl)methyl)piperazine-1-carboxylate NC=1C=2N(C(=CN1)CN1CCN(CC1)C(=O)OC(C)(C)C)C(=NC2Br)C(C)C